3-(1-oxa-8-azaspiro[4.5]decan-8-yl)benzene-1,2-diamine O1CCCC12CCN(CC2)C2=C(C(=CC=C2)N)N